CN(CCC)C N,N-dimethyl-1-propanamine